FC1=C(C(=CC=C1)F)NC(C1=C(C=C(C(=C1)F)N1N=C(N(C1=O)CCC)C)O[C@H](C(F)(F)F)C)=O N-(2,6-difluorophenyl)-5-fluoro-4-(3-methyl-5-oxo-4-propyl-4,5-dihydro-1H-1,2,4-triazol-1-yl)-2-{[(2S)-1,1,1-trifluoropropan-2-yl]oxy}benzamide